(R)-N-(3-(5-fluoro-2-((3-methoxy-1-methyl-1H-pyrazol-4-yl)amino)pyrimidin-4-yl)-1H-indol-7-yl)pyrrolidine-2-carboxamide FC=1C(=NC(=NC1)NC=1C(=NN(C1)C)OC)C1=CNC2=C(C=CC=C12)NC(=O)[C@@H]1NCCC1